C(CC)(=O)OCCCCCCCCCCCC Lauryl Propionate